C1(CCCCC1)C[C@@H](C(=O)N[C@H](C(=O)OC)CCC(=O)N1CCOC2=C(C1)C=CC=C2)NC(=O)OC2CCN(CC2)C(=O)OC(C)(C)C Tert-butyl 4-((((S)-3-cyclohexyl-1-(((S)-5-(2,3-dihydrobenzo[f][1,4]oxazepin-4(5H)-yl)-1-methoxy-1,5-dioxopentan-2-yl) amino)-1-oxopropan-2-yl)carbamoyl)oxy)piperidine-1-carboxylate